(5RS)-5-[(4-ethynyl-2-methyl-phenyl)methyl]-3-[2-methyl-5-[3-(trifluoromethyl)phenoxy]Pyrimidin-4-yl]-5,6-dihydro-4H-1,2,4-oxadiazine C(#C)C1=CC(=C(C=C1)C[C@H]1NC(=NOC1)C1=NC(=NC=C1OC1=CC(=CC=C1)C(F)(F)F)C)C |r|